NCC(C)(C)C1=CN=CC=2N=C(N=C(C21)N)C2=CC=NC=C2 (1-amino-2-methylpropan-2-yl)-2-(pyridin-4-yl)pyrido[3,4-d]pyrimidin-4-amine